CN1CC(C1)CC1=C(C(=O)N)C=C(C=C1)C(F)(F)F ((1-methylazetidin-3-yl)methyl)-5-(trifluoromethyl)benzamide